8-amino-N,1-bis(cyanomethyl)-4,4-dimethyl-N-(4-methyl-1,3-thiazol-2-yl)-4,5-dihydro-1H-pyrazolo[4,3-H]quinazoline-3-carboxamide NC1=NC=2C3=C(C(CC2C=N1)(C)C)C(=NN3CC#N)C(=O)N(C=3SC=C(N3)C)CC#N